2,3-dimethyl-2-isopropyl-N-(2-ethoxyethyl)-butyramide CC(C(=O)NCCOCC)(C(C)C)C(C)C